1,3,3-butanetriamine C(CC(C)(N)N)N